C(C)(=O)OCCCCCCOC(C)=O hexane-1,6-diyl diacetate